2-((4-fluoro-1H-indazol-6-yl)oxy)acetic acid FC1=C2C=NNC2=CC(=C1)OCC(=O)O